ClC=1C(=NC(=NC1)NC=1C=C2C=NN(C2=CC1)CCN(C)C)C1=CN(C2=CC=CC=C12)S(=O)(=O)CC N-(5-chloro-4-(1-(ethylsulfonyl)-1H-indol-3-yl)pyrimidin-2-yl)-1-(2-(dimethylamino)ethyl)-1H-indazole-5-amine